N(=[N+]=[N-])CCCCCC(=O)N1CCN(CC1)C(=O)NN 4-(6-azidohexanoyl)piperazine-1-carbohydrazide